2-(6-amino-5-(8-(5-(piperazin-1-yl)pyrimidin-2-yl)-3,8-diazabicyclo[3.2.1]octan-3-yl)pyridazin-3-yl)phenol NC1=C(C=C(N=N1)C1=C(C=CC=C1)O)N1CC2CCC(C1)N2C2=NC=C(C=N2)N2CCNCC2